ethyl (S)-3-(3-(4-hydroxy-1,6-dimethyl-2-oxo-1,2-dihydropyridin-3-yl)ureido)-3-(3'-methoxy-6-(trifluoromethoxy)biphenyl-3-yl)propanoate OC1=C(C(N(C(=C1)C)C)=O)NC(N[C@@H](CC(=O)OCC)C=1C=C(C(=CC1)OC(F)(F)F)C1=CC(=CC=C1)OC)=O